ClC1=CC2=C(N(C([C@@H](N=C2C2=CC=CC=C2)C2CCCCCC2)=O)CCC(=O)OCC)C=C1 (S)-ethyl 3-(7-chloro-3-cycloheptyl-2-oxo-5-phenyl-2,3-dihydro-1H-benzo[e][1,4]diazepin-1-yl)propanoate